ClC1=CC=C(C=C1)NC(=O)NC1=CC(=CC=C1)C(=O)C=1C=C2N=C(C=NC2=CC1)N1CCOCC1 1-(4-chlorophenyl)-3-(3-(3-morpholinoquinoxaline-6-carbonyl)phenyl)urea